COC1=NC=C(C2=C1N=C(S2)NC(=O)C2CC2)C=2C=NN(C2)C Cyclopropanecarboxylic acid [4-methoxy-7-(1-methyl-1H-pyrazol-4-yl)-thiazolo[4,5-c]pyridin-2-yl]-amide